COC=1C=C(C=C2C(=NC=NC12)NCC=1OC(=NN1)C)C1=NC=C(C=C1)C 8-Methoxy-N-[(5-methyl-1,3,4-oxadiazol-2-yl)methyl]-6-(5-methyl-2-pyridinyl)quinazolin-4-amine